N-[2,5-difluoro-4-(trifluoromethyl)phenyl]-5-(2-furyl)-1H-pyrrole-3-sulfonamide FC1=C(C=C(C(=C1)C(F)(F)F)F)NS(=O)(=O)C1=CNC(=C1)C=1OC=CC1